FC1=CC=2CCC(CC2C=C1)=O 2-fluoro-6-oxo-5,6,7,8-tetrahydro-naphthalene